C(=C)N1CN(C=C1)C=C 1-vinyl-3-vinylimidazole